(5aS,6R,11bS)-9,11-dibromo-14-(cyclopropylmethyl)-10-methoxy-3-(2-(4-methyl-1H-pyrazol-1-yl)ethyl)-2,3,4,5,6,7-hexahydro-6,11b-(epiminoethano)naphtho[1,2-d]azepin-5a(1H)-ol BrC=1C=C2C[C@@H]3[C@]4([C@](CCN(CC4)CCN4N=CC(=C4)C)(C2=C(C1OC)Br)CCN3CC3CC3)O